CC1C[N+]2(CC1)CCCC2 2-methyl-5-azoniaspiro[4.4]nonane